5-((1R,4R)-2-oxo-5-azabicyclo[2.2.1]heptane-5-yl)-N-(3-(difluoromethyl)-1-((1R,4R)-4-(2-oxoethyl)cyclohexyl)-1H-pyrazol-4-yl)pyridine O=C1[C@H]2CN([C@@H](C1)C2)C=2C=CCN(C2)C=2C(=NN(C2)C2CCC(CC2)CC=O)C(F)F